FC(C1=C2C=CC(NC2=CC=C1)=O)(F)F 5-(trifluoromethyl)quinolin-2(1H)-one